(3R,4S)-1-(benzylsulfonyl)-3-((dimethylamino)methyl)-4-(3-hydroxyphenyl)piperidin-4-ol hydrochloride Cl.C(C1=CC=CC=C1)S(=O)(=O)N1C[C@H]([C@](CC1)(O)C1=CC(=CC=C1)O)CN(C)C